C(\C=C\C(=O)O)(=O)O.COCC(COC)N(CCC[C@H](C(C)C)N1CC2(C1)CN(CC2)C=2N=CN=NC2OC2=C(C(=O)N(C(C)C)CC)C=C(C=C2)F)C (R)-2-((5-(2-(6-((1,3-dimethoxypropan-2-yl)(methyl)amino)-2-methylhexan-3-yl)-2,6-diazaspiro[3.4]octan-6-yl)-1,2,4-triazin-6-yl)oxy)-N-ethyl-5-fluoro-N-isopropylbenzamide fumarate